C(=O)O.C(C)(C)(C)N(C)CC1=C(CNC2=CC=C(C(=N2)C)S(=O)(=O)NC=2N=CSC2)C(=CC=C1)F 6-((2-((tert-butyl(methyl)amino)methyl)-6-fluorobenzyl)amino)-2-methyl-N-(thiazol-4-yl)pyridine-3-sulfonamide formic acid salt